2-(4-hydroxyphenoxy)-5-methylbenzamide OC1=CC=C(OC2=C(C(=O)N)C=C(C=C2)C)C=C1